4-[4-(5-{[(2R,3S)-2-fluoro-9-azabicyclo[3.3.1]nonan-3-yl](methyl)amino}pyrazin-2-yl)-3-hydroxyphenyl]-1-methyl-1,2-dihydropyrimidin-2-one F[C@@H]1C2CCCC(C[C@@H]1N(C=1N=CC(=NC1)C1=C(C=C(C=C1)C1=NC(N(C=C1)C)=O)O)C)N2